4-amino-5-(phenoxymethyl)-4H-1,2,4-triazole-3-thiol NN1C(=NN=C1COC1=CC=CC=C1)S